(S)-tert-butyl ((1-(3-(2-fluorophenoxy)-6-nitro-2-(trifluoromethyl)phenyl)piperidin-3-yl)methyl)carbamate FC1=C(OC=2C(=C(C(=CC2)[N+](=O)[O-])N2C[C@@H](CCC2)CNC(OC(C)(C)C)=O)C(F)(F)F)C=CC=C1